(biphenylyl)(dimethylindenopyridinyl)(phenylbenzselenophenyl)triazine C1(=C(C=CC=C1)C1=C(C(=NN=N1)C=1[Se]C2=C(C1C1=CC=CC=C1)C=CC=C2)C2=NC1=C(C(=C2C)C)C=2C=CC=CC2C1)C1=CC=CC=C1